Methyl 3-(3-((2-(2-fluoro-5-((6-fluoro-4-(((2,2,2-trifluoroethyl)amino)methyl)-1H-indol-5-yl)oxy)phenyl)-1H-imidazol-5-yl)methyl)phenyl)propanoate FC1=C(C=C(C=C1)OC=1C(=C2C=CNC2=CC1F)CNCC(F)(F)F)C=1NC(=CN1)CC=1C=C(C=CC1)CCC(=O)OC